1-(Dimethylamino)-3-methyl-1-oxobutan-2-yl (2S)-2-amino-3-(3-{3-phenyl-3-[(2H5)phenyloxy]azetidin-1-sulfonyl}phenyl)propanoate monohydrochloride Cl.N[C@H](C(=O)OC(C(=O)N(C)C)C(C)C)CC1=CC(=CC=C1)S(=O)(=O)N1CC(C1)(OC1=C(C(=C(C(=C1[2H])[2H])[2H])[2H])[2H])C1=CC=CC=C1